dimethyl-butyric acid ethyl ester C(C)OC(C(CC)(C)C)=O